tert-butyl ((1R,3r,5S)-8-((4-(difluoromethoxy)phenyl)sulfonyl)-8-azabicyclo[3.2.1]octan-3-yl)carbamate FC(OC1=CC=C(C=C1)S(=O)(=O)N1[C@H]2CC(C[C@@H]1CC2)NC(OC(C)(C)C)=O)F